(NE)-N-[[4-bromo-2-hydroxy-5-(trifluoromethyl)phenyl]methylene]-2-methylpropane-2-sulfinamide BrC1=CC(=C(C=C1C(F)(F)F)\C=N\S(=O)C(C)(C)C)O